8-((S)-4-acryloyl-2-methylpiperazin-1-yl)-3-(8-chloronaphthalen-1-yl)-2-methyl-6-(((S)-1-methylpyrrolidin-2-yl)methoxy)pyrimido[5,4-d]Pyrimidin-4(3H)-one C(C=C)(=O)N1C[C@@H](N(CC1)C1=NC(=NC2=C1N=C(N(C2=O)C2=CC=CC1=CC=CC(=C21)Cl)C)OC[C@H]2N(CCC2)C)C